ClC=1C=C2C(=NC1OC)C(=C(N2C)C2=NC(=NN2)COC)C=2C=NNC2 chloro-5-methoxy-2-(3-(methoxymethyl)-1H-1,2,4-triazol-5-yl)-1-methyl-3-(1H-pyrazol-4-yl)-1H-pyrrolo[3,2-b]pyridine